C(C)(C)(C)C1=NC(=NC=C1)N1C2=CC=CC=C2C=2C=CC(=CC12)O 9-(4-(tert-butyl)pyrimidin-2-yl)-9H-carbazol-2-ol